[Cl-].[Cl-].C1(C=CC2=CC=CC=C12)[Zr+2]C1C=CC2=CC=CC=C12 diindenyl-zirconium dichloride